COCC[O-] 2-methoxyethanolate